(3R)-3-((R)-N-allyl-2-(3-chloro-5-fluorophenylamino)pent-4-enamido)cyclohexanecarboxylic acid tert-butyl ester C(C)(C)(C)OC(=O)C1C[C@@H](CCC1)N(C([C@@H](CC=C)NC1=CC(=CC(=C1)F)Cl)=O)CC=C